1-(2-carbonyl-1,2-dihydrobenzo[cd]indole-6-yl)-5-trifluoromethyl-1H-pyrazole-4-carboxylic acid C(=O)=C1NC2=CC=C(C=3C2=C1C=CC3)N3N=CC(=C3C(F)(F)F)C(=O)O